6-((1R,3r,5S)-3-amino-8-azabicyclo[3.2.1]oct-8-yl)-3-(7-chloro-2-methylbenzo[d]thiazol-6-yl)-1H-pyrazolo[3,4-d]pyrimidine-4-carboxamide NC1C[C@H]2CC[C@@H](C1)N2C2=NC(=C1C(=N2)NN=C1C1=C(C2=C(N=C(S2)C)C=C1)Cl)C(=O)N